CC=1C(=NC=C(C1)NC(C(=O)N1C(CCC(C1)C)C1=CC=C2C(=N1)C=NN2)=O)NC(OC(C)(C)C)=O tert-butyl N-[3-methyl-5-[[2-[5-methyl-2-(1H-pyrazolo[4,3-b]pyridin-5-yl)-1-piperidyl]-2-oxo-acetyl]amino]-2-pyridyl]carbamate